[Al+3].CC1=NC2=C(C=CC=C2C=C1)C=1C(=C(C=CC1C1=CC=CC=C1)O)C=1C=CC=C2C=CC(=NC12)C Bis(2-methyl-8-quinolinyl)-4-phenylphenol aluminum (III)